1-(imidazo[1,2-a]pyrazin-6-yl)ethanone N=1C=CN2C1C=NC(=C2)C(C)=O